4-Hydroxy-1-methyl-2-oxo-1,2-dihydroquinoline-3-carboxylic acid ethyl ester C(C)OC(=O)C=1C(N(C2=CC=CC=C2C1O)C)=O